C(C1=CC=CC=C1)OC(=O)C=1C(N(C2=NC=C(C=C2C1O)C1=CC=C(C=C1)F)CCN1CCOCC1)=O 6-(4-fluorophenyl)-4-hydroxy-1-(2-morpholinoethyl)-2-oxo-1,2-dihydro-1,8-naphthyridine-3-carboxylic acid benzyl ester